(S)-6-((tert-butyldiphenylsilyl)oxy)hexan-2-ol [Si](C1=CC=CC=C1)(C1=CC=CC=C1)(C(C)(C)C)OCCCC[C@H](C)O